(N,N-diethyl-3-aminopropyl)trimethylsilane C(C)N(CCC[Si](C)(C)C)CC